IC=1C=NN(C1)CC(C)(O)C (4-iodo-1H-pyrazol-1-yl)-2-methylpropan-2-ol